4-(2-Chloropyridin-3-yl)-1-((2,2-difluoroethyl)amino)-6-(trifluoromethyl)-3H-pyrido[1,2-c]pyrimidin-3-one ClC1=NC=CC=C1C1=C2N(C(=NC1=O)NCC(F)F)C=CC(=C2)C(F)(F)F